Benzyl (4-Methoxy-2-methylphenyl)(3-methyl-2-oxo-1-(piperidin-4-yl)-2,3-dihydro-1H-imidazo[4,5-c]pyridin-6-yl)carbamate COC1=CC(=C(C=C1)N(C(OCC1=CC=CC=C1)=O)C1=CC2=C(C=N1)N(C(N2C2CCNCC2)=O)C)C